The molecule is a benzoate ester obtained by the formal condensation of o-orsellinic acid with (4S)-1,4-dihydroxypentan-2-one. Isolated from Chaetomium globosum, it exhibits cytotoxic activity towards cancer cell lines. It has a role as a metabolite, a Chaetomium metabolite and an antineoplastic agent. It is a benzoate ester and a member of resorcinols. It derives from an o-orsellinic acid. CC1=CC(=CC(=C1C(=O)OCC(=O)C[C@H](C)O)O)O